[N-](S(=O)(=O)C(F)(F)F)S(=O)(=O)C(F)(F)F.FN1C(=[N+](C(=C1F)F)C(C(O)(F)F)(F)F)C(C(C(C(C(C(F)(F)F)(F)F)(F)F)(F)F)(F)F)(F)F perfluorohexyl-3-2-hydroxylethylimidazolium bis(trifluoromethylsulfonyl)imide